methyl 2-((dimethylamino) methylene)-3-oxocyclohexane-1-carboxylate CN(C)C=C1C(CCCC1=O)C(=O)OC